NCCCN(CCCCCCCC(=O)OCCC(CCCC)CCCC)CCCCCCCC(=O)OC(CCCCCCCC)CCCCCCCC 3-Butylheptyl 8-((3-aminopropyl)(8-(heptadecan-9-yloxy)-8-oxooctyl)amino)octanoate